C(OCC1=C(C=C(C(=C1)OC)OCCN=[N+]=[N-])[N+](=O)[O-])(ON1C(CCC1=O)=O)=O 4-(2-azidoethoxy)-5-methoxy-2-nitrobenzyl (2,5-dioxopyrrolidin-1-yl) carbonate